C(C)(C)NC(C1=CC(=NC=C1)NC=1SC=C(N1)C1=NC=CC=C1)=O N-isopropyl-2-(4-(pyridin-2-yl)thiazol-2-ylamino)isonicotinamide